3-benzyloxy-N-(4,6-dichloropyridin-2-yl)thiophene-2-carboxamide C(C1=CC=CC=C1)OC1=C(SC=C1)C(=O)NC1=NC(=CC(=C1)Cl)Cl